2-(hydroxymethyl)-1-(6-{[2-methoxy-4-(1,3-oxazol-2-yl)phenyl]amino}hexyl)piperidine-3,4,5-triol OCC1N(CC(C(C1O)O)O)CCCCCCNC1=C(C=C(C=C1)C=1OC=CN1)OC